4-(4-chlorophenyl)-5-(4-methoxyphenyl)-2-(trifluoromethyl)pyridine ethyl-(E)-3-(4-bromophenyl)-2-methylacrylate C(C)OC(\C(=C\C1=CC=C(C=C1)Br)\C)=O.ClC1=CC=C(C=C1)C1=CC(=NC=C1C1=CC=C(C=C1)OC)C(F)(F)F